2-{[4-(4-acetylpiperazin-1-yl)phenyl]amino}-6-(2-chloro-6-fluorophenyl)imidazo[1,2-a]pyrimido[5,4-e]pyrimidin-5(6H)-one C(C)(=O)N1CCN(CC1)C1=CC=C(C=C1)NC=1N=CC=2C(N(C=3N(C2N1)C=CN3)C3=C(C=CC=C3F)Cl)=O